C(C(C)(C)C)(=O)OC=1C(=CC2=C(OCCC=C2C2=CC=C(C=C2)O[C@@H]2CN(CC2)CCCF)C1)C (S)-5-(4-((1-(3-fluoropropyl) pyrrolidin-3-yl) oxy) phenyl)-7-methyl-2,3-dihydrobenzo[b]oxepin-8-yl pivalate